CNCCCN 3-(Methylamino)propylamin